N1CC(C1)NC(=O)N1CCN(CC1)C(C1=C(C=C(C=C1)NC=1C=2N(C=CN1)C(=CN2)C=2C(=NN(C2)CC#N)C(F)(F)F)Cl)=O N-(azetidin-3-yl)-4-[2-chloro-4-[[3-[1-(cyanomethyl)-3-(trifluoromethyl)pyrazol-4-yl]imidazo[1,2-a]pyrazin-8-yl]amino]benzoyl]piperazine-1-carboxamide